(3S,10R,13S)-10,13-dimethyl-17-(pyridin-3-yl)-2,3,4,7,8,9,10,11,12,13,14,15-dodecahydro-1H-cyclopenta[a]phenanthren-3-yl 8-(hydroxyamino)-8-oxooctanoate ONC(CCCCCCC(=O)O[C@H]1CC[C@@]2(C3CC[C@@]4(C(=CCC4C3CC=C2C1)C=1C=NC=CC1)C)C)=O